C1OCC12CN(C2)C(=O)C=2N=NC(=CC2)C2=CC=C(C=C2)N2C[C@@H](CC2)OC=2C(=NC=1N(C2C)N=C(N1)C)C 2-oxa-6-azaspiro[3.3]heptan-6-yl-[6-[4-[(3R)-3-[(2,5,7-trimethyl-[1,2,4]triazolo[1,5-a]pyrimidin-6-yl)oxy]pyrrolidin-1-yl]phenyl]pyridazin-3-yl]methanone